OCCNS(=O)(=O)C1=CC=C(C=C1)C=1N=NN(N1)CC=1C=NC(=CC1)C N-(2-hydroxyethyl)-4-(2-((6-methylpyridin-3-yl)methyl)-2H-tetrazol-5-yl)benzenesulfonamide